3-(6-fluoro-1H-benzoimidazol-2-yl)-1H-indazol-4-amine FC=1C=CC2=C(NC(=N2)C2=NNC=3C=CC=C(C23)N)C1